FC1=CC=CC(=C1)C1=CC(=CC=C1)F 2,2'-difluoro-4,4'-biphenyl